C(C)N1C(C=2C(C3=CC=NC(=C13)N)=NN(N2)C)C 5-ethyl-2,4-dimethyl-4,5-dihydro-2H-[1,2,3]triazolo[4,5-c][1,7]naphthyridin-6-amine